N1=CC=CC2=CC=C(C=C12)C(C)=O 1-(Chinolin-7-yl)ethan-1-on